(E)-10-tetradecenal C(CCCCCCCC\C=C\CCC)=O